diethyl-pentanamide C(C)C(C(=O)N)(CCC)CC